4-(5-((4-Cyanophenoxy)methyl)-2-(trifluoromethyl)oxazolidin-3-yl)-2-(trifluoromethyl)benzonitril C(#N)C1=CC=C(OCC2CN(C(O2)C(F)(F)F)C2=CC(=C(C#N)C=C2)C(F)(F)F)C=C1